4-(3-Boc-aminopropyl)phenylarsinic acid C(=O)(OC(C)(C)C)C(CCC1=CC=C(C=C1)[AsH](O)=O)N